tert-butyl 3-[[2-[1-(benzenesulfonamido)-2-[3-(N'-hydroxycarbamimidoyl)phenyl]ethyl]-1,3-benzothiazol-6-yl]oxymethyl]azetidine-1-carboxylate C1(=CC=CC=C1)S(=O)(=O)NC(CC1=CC(=CC=C1)C(N)=NO)C=1SC2=C(N1)C=CC(=C2)OCC2CN(C2)C(=O)OC(C)(C)C